C(\C=C\C(=O)O)(=O)O.C(\C=C\C(=O)O)(=O)O.ClC=1C=CC(=C(CN2C[C@@H](CC2)CN)C1)OCCC (S)-(1-(5-chloro-2-propoxybenzyl)pyrrolidin-3-yl)methanamine difumarate